triacontyl-boron C(CCCCCCCCCCCCCCCCCCCCCCCCCCCCC)[B]